ClC1=NC(N(C2=CC(=CC(=C12)OC)C1CC1)C=1C(=NC=CC1)Cl)=O 4-chloro-1-(2-chloropyridin-3-yl)-7-cyclopropyl-5-methoxyquinazolin-2(1H)-one